[O-2].[In+3].[Zn+2].[Sn+4] tin zinc indium oxide